(1-METHYL-1H-IMIDAZOL-4-YL)-ACETIC ACID CN1C=NC(=C1)CC(=O)O